C(C)(=O)O[C@@H]1CC2=CC[C@H]3[C@@H]4CC[C@H]([C@@H](CCCC(COC(C5=CC=C(C=C5)OC(C=C)=O)=O)C)C)[C@]4(CC[C@@H]3[C@]2(CC1)C)C 4-acryloyloxybenzoyl-oxycholesterol acetate